5-(trifluoromethyl)piperidin-3-yl-[1,2,4]triazolo[1,5-c]quinazolin-5-amine FC(C1CC(CNC1)C1=NN2C(=NC=3C=CC=CC3C2=N1)N)(F)F